FC(OC=1C=CC(=NC1)N1N=C(C(C1=O)C(=O)OC1=CC=C(C=C1)[N+](=O)[O-])C)F 4-nitrophenyl 1-(5-(difluoromethoxy)pyridin-2-yl)-3-methyl-5-oxo-4,5-dihydro-1H-pyrazole-4-carboxylate